tert-Butyl 3-(4-(trifluoromethyl)benzyl)pyrrolidine-1-carboxylate FC(C1=CC=C(CC2CN(CC2)C(=O)OC(C)(C)C)C=C1)(F)F